dihydrocinnamic acid anion C(CCC1=CC=CC=C1)(=O)[O-]